NC1=C(C=C(C=N1)C1=CC=C(C=C1)C(=O)N1CCNCC1)OC(C)C1=C(C(=CC=C1Cl)F)Cl (4-{6-amino-5-[1-(2,6-dichloro-3-fluoro-phenyl)-ethoxy]-pyridin-3-yl}-phenyl)-piperazin-1-yl-methanone